tert-butyl 2-(6-cyano-3-(3,5-difluoro-4-methoxyphenyl)-8-(4-(2-hydroxypropan-2-yl)phenyl)-4-oxo-3,4-dihydroquinazolin-2-yl)pyrrolidine-1-carboxylate C(#N)C=1C=C2C(N(C(=NC2=C(C1)C1=CC=C(C=C1)C(C)(C)O)C1N(CCC1)C(=O)OC(C)(C)C)C1=CC(=C(C(=C1)F)OC)F)=O